BrC1=CC(=C(C=C1)CC(=O)OCC)CCCCC1=NC(=CC=C1Cl)COC1=NC(=CC=C1)Cl Ethyl 2-(4-bromo-2-(4-(3-chloro-6-(((6-chloropyridin-2-yl)oxy)methyl)pyridin-2-yl)butyl)phenyl)acetate